6-dodecanoyl-2-[N-methyl-N-(carboxymethyl)-amino]naphthalene C(CCCCCCCCCCC)(=O)C=1C=C2C=CC(=CC2=CC1)N(CC(=O)O)C